2-ethylhexyl trans-4-methoxycinnamate COC1=CC=C(/C=C/C(=O)OCC(CCCC)CC)C=C1